COC1=CC=C(C=C1)C#CC1=C(C=CC=C1)OC=C 1-((4-methoxyphenyl)ethynyl)-2-(vinyloxy)benzene